Cl.C(C)OC(CCCN[C@@H](CN1C(N(C(=C(C1=O)C1=C(C(=CC=C1)OC)F)C)CC1=C(C=CC=C1C(F)(F)F)F)=O)C1=CC=CC=C1)=O 4-((R)-2-[5-(2-Fluoro-3-methoxy-phenyl)-3-(2-fluoro-6-trifluoromethyl-benzyl)-4-methyl-2,6-dioxo-3,6-dihydro-2H-pyrimidin-1-yl]-1-phenyl-ethylamino)-butyric acid ethyl ester HCl salt